N1-(4-(4,4-dimethylpiperidin-1-yl)phenyl)cyclohexane-1,4-diamine CC1(CCN(CC1)C1=CC=C(C=C1)NC1CCC(CC1)N)C